CCCCCCCCCCCCCCCCCCCCCCCCCCCC(=O)N[C@@H](CO)[C@@H](/C=C/CCCCCCCCCCCCC)O The molecule is an N-acylsphingosine in which the ceramide N-acyl group is specified as octacosanoyl. It is a N-acylsphingosine and a N-(ultra-long-chain-acyl)-sphingoid base. It derives from an octacosanoic acid.